C(C1=CC=CC=C1)C(CC(F)(F)F)(C)NC(=O)C=1C=NC2=CC=CC=C2C1 N-(1-benzyl-3,3,3-trifluoro-1-methyl-propyl)quinoline-3-carboxamide